ClC1=NN(C(C1)C(=O)OCC)C1=NC=CC=C1Cl Ethyl 3-chloro-1-(3-chloro-2-pyridyl)-4,5-dihydropyrazol-5-carboxylate